C1(=CC=CC=C1)CC#C[Si](OCC)(C)C (3-phenylpropynyl)dimethylethoxysilane